(2R)-2-hydroxy-2-phenyl-1-{5-[2-(trifluoromethoxy)benzenesulfonyl]-1H,2H,3H,4H,5H,6H-pyrrolo[3,4-c]pyrrol-2-yl}ethan-1-one O[C@@H](C(=O)N1CC=2CN(CC2C1)S(=O)(=O)C1=C(C=CC=C1)OC(F)(F)F)C1=CC=CC=C1